BrC1=CC=C(OC[C@H](COCC(=C)C2CC2)O)C=C1 (S)-1-(4-bromophenoxy)-3-((2-cyclopropylallyl)oxy)propan-2-ol